N-(5,6-dimethoxybenzothiazol-2-yl)-2-[4-(ethylsulfonyl)phenyl]-3-phenylpropanamide COC=1C(=CC2=C(N=C(S2)NC(C(CC2=CC=CC=C2)C2=CC=C(C=C2)S(=O)(=O)CC)=O)C1)OC